C(C=C)(=O)N1C[C@@H](O[C@H](C1)C(F)(F)F)C1=CC(=NC(=C1)Cl)C1=CC(=NC=C1)C(=O)NC 4-((2S,6R)-4-acryloyl-6-(trifluoromethyl)morpholin-2-yl)-6-chloro-N-methyl-[2,4'-bipyridine]-2'-carboxamide